tert-butyl (R)-4-((1-(2-cyanoacetyl) piperidin-3-yl)amino)-1H-pyrrolo[2,3-b]pyridine-5-carboxylate C(#N)CC(=O)N1C[C@@H](CCC1)NC1=C2C(=NC=C1C(=O)OC(C)(C)C)NC=C2